dimagnesium citrate glycinate NCC(=O)[O-].C(CC(O)(C(=O)[O-])CC(=O)[O-])(=O)[O-].[Mg+2].[Mg+2]